3-benzyl-5-methyl-3-azabicyclo[3.1.0]Hexane-1-carboxylic acid ethyl ester C(C)OC(=O)C12CN(CC2(C1)C)CC1=CC=CC=C1